3-(3-(4-(cyclopropanecarbonyl)piperazin-1-yl)-3-oxopropyl)-7-fluoro-5-methylisoquinolin-1(2H)-one C1(CC1)C(=O)N1CCN(CC1)C(CCC=1NC(C2=CC(=CC(=C2C1)C)F)=O)=O